NC(CCC(=O)OC(C)(C)C)C(=O)N tert-butyl 4,5-diamino-5-oxo-pentanoate